CN1N=C2N(C3=CC=CC=C3C2=C1)C1=CC=C(C=C1)C(F)(F)F 2-methyl-8-[4-(trifluoromethyl)phenyl]-2H,8H-pyrazolo[3,4-b]indole